(R)-N-(1-(6,7-dihydro-5H-pyrrolo[3,4-d]pyrimidin-4-yl)piperidin-3-yl)-4-(oxetan-3-yloxy)-5-(trifluoromethyl)pyrimidin-2-amine N1=CN=C(C2=C1CNC2)N2C[C@@H](CCC2)NC2=NC=C(C(=N2)OC2COC2)C(F)(F)F